[(2R)-2-[(E)-7-carboxy-5-oxohept-6-enoyl] oxy-3-hexadecanoyloxypropyl] 2-(trimethylazaniumyl)ethyl phosphate P(=O)(OC[C@@H](COC(CCCCCCCCCCCCCCC)=O)OC(CCCC(\C=C\C(=O)O)=O)=O)(OCC[N+](C)(C)C)[O-]